O,O-bis(isopropyl) S-hydrogen phosphorothioate P(OC(C)C)(OC(C)C)(S)=O